4-(5-(5-Fluoropyridin-2-yl)-1-(tetrahydro-2H-pyran-2-yl)-1H-pyrazol-4-yl)-6-methyl-1-((2-(trimethylsilyl)ethoxy)methyl)-1H-pyrazolo[3,4-b]pyridine FC=1C=CC(=NC1)C1=C(C=NN1C1OCCCC1)C1=C2C(=NC(=C1)C)N(N=C2)COCC[Si](C)(C)C